5-fluoro-2-[2-(pent-2-yn-1-yl)-1,2,3,4-tetrazol-5-yl]pyridine Methyl-5-[({1-[2-fluoro-4-(trifluoromethyl)phenyl]cyclopropyl}carbonyl)amino]-2-(1-isobutyl-1H-pyrazol-4-yl)benzoate COC(C1=C(C=CC(=C1)NC(=O)C1(CC1)C1=C(C=C(C=C1)C(F)(F)F)F)C=1C=NN(C1)CC(C)C)=O.FC=1C=CC(=NC1)C=1N=NN(N1)CC#CCC